COC1=CC=C(C=N1)OC1CCN(CC1)C1=C(C(=NC=N1)NCCC(F)(F)F)C 6-(4-((6-methoxypyridin-3-yl)oxy)piperidin-1-yl)-5-methyl-N-(3,3,3-trifluoropropyl)pyrimidin-4-amine